COCOC1=C(C=CC2=C1C=CO2)B2OC(C(O2)(C)C)(C)C 2-(4-(methoxymethoxy)benzofuran-5-yl)-4,4,5,5-tetramethyl-1,3,2-dioxaborolane